4-[[5-[[(1-Aminoisoquinolin-5-yl)amino]methyl]-2-oxabicyclo[3.1.1]heptan-1-yl]methoxy]-1-methylpyridin-2-one NC1=NC=CC2=C(C=CC=C12)NCC12CCOC(C1)(C2)COC2=CC(N(C=C2)C)=O